C(C)(C)(C)OC(=O)N1CCC(CC1)N1N=CC(=C1)C1=NC(=NC=C1F)Cl 4-(4-(2-chloro-5-fluoropyrimidin-4-yl)-1H-pyrazol-1-yl)piperidine-1-carboxylic acid tert-butyl ester